methyl 5,5-dimethyl-4-oxo-6,7-dihydropyrazolo[1,5-a]pyridine-2-carboxylate CC1(C(C=2N(CC1)N=C(C2)C(=O)OC)=O)C